azo-bis(2,4-dimethylpentanenitrile) N(=NC(C#N)(CC(C)C)C)C(C#N)(CC(C)C)C